COC=1C=C(C=CC1OC)C=1NC2=CC=C(C=C2C1C(C)C)N1CCN(C(CC1)=O)CCN(C)C 1-(2-(3,4-dimethoxyphenyl)-3-isopropyl-1H-indol-5-yl)-4-(2-(dimethylamino)ethyl)-1,4-diazepan-5-one